[C@H]1([C@H](C1)C=1C=2N(N=C(C1)Cl)C=CN2)C2CC2 8-((1R,2S)-[1,1'-bi(cyclopropan)]-2-yl)-6-chloroimidazo[1,2-b]pyridazine